CN1C(C=C(C=C1)C=1C(=C(C#N)C=CC1)N1CCC(CC1)C1=NN=CN1C)=O 3-(1-methyl-2-oxo-1,2-dihydropyridin-4-yl)-2-(4-(4-methyl-4H-1,2,4-triazol-3-yl)piperidin-1-yl)benzonitrile